bis-pyrido[3,2-a:2',3'-c]phenazine C1=CC=NC2=C1C1=NC3=CC=CC=C3N=C1C1=C2N=CC=C1